(S)-1-(4-(6-(2,3-dichloro-6-hydroxyphenyl)-6,7-dihydro-5H-pyrrolo[2,1-c][1,2,4]triazol-3-yl)piperidin-1-yl)ethan-1-one ClC1=C(C(=CC=C1Cl)O)[C@@H]1CC2=NN=C(N2C1)C1CCN(CC1)C(C)=O